BrC1(CCCC1)Br 1,1-dibromo-cyclopentane